Cl.NCCC(=O)NCCC(=O)OCC1=CC=CC=C1 Benzyl 3-(3-aminopropanoylamino)propanoate hydrochloride